CC(C(C#N)C#N)COP(=O)(OC)CCS(=O)(=O)F 2-(1'-methyl-2',2'-dicyanoethyldimethylphosphono)ethanesulfonyl fluoride